FC(N1N=CC(=C1)C1=CC=NC2=C(C=CC=C12)NC(C1=CC=C(C=C1)OC(C)C)=O)F N-(4-(1-(difluoromethyl)-1H-pyrazol-4-yl)quinolin-8-yl)-4-isopropoxybenzamide